CN1N=CN=C1 methyl-1H-1,2,4-triazole